5,7-dimethoxy-3-(3-((6,7-dimethoxyquinazolin-4-yl)thio)propoxy)-2-(3,4,5-trimethoxyphenyl)-4H-chromen-4-one COC1=C2C(C(=C(OC2=CC(=C1)OC)C1=CC(=C(C(=C1)OC)OC)OC)OCCCSC1=NC=NC2=CC(=C(C=C12)OC)OC)=O